BrC=1C=CC(N(C1)C1CS(C1)(=O)=O)=O 3-(5-bromo-2-oxo-1,2-dihydropyridin-1-yl)-1λ6-thietane-1,1-dione